C(CCCCCCC\C=C/CCCCCCCC)(=O)OCC(COC(CCCCCCC\C=C/CCCCCCCC)=O)O 2-hydroxypropane-1,3-diyl dioleate